C(C)(C)(C)OC(=O)N1C[C@H]([C@@H](C1)C1CCCCC1)C(=O)O |r| (±)-trans-1-(tert-Butoxycarbonyl)-4-(cyclohexyl)pyrrolidine-3-carboxylic acid